racemic-tert-butanesulfinamide C(C)(C)(C)[S@@](=O)N |r|